C(C)(=O)OC1(C(C(CC1)=C)C)C (1,2-dimethyl-3-methylenecyclopentyl) acetate